ClC1=CC=2C=3C=CC(=CC3N(C(N(C2N=C1)CC)=O)C1=C(C=C(C=C1F)NCCNCC#N)F)C#N 4-chloro-10-[4-({2-[(cyanomethyl)amino]ethyl}amino)-2,6-difluorophenyl]-8-ethyl-9-oxo-6,8,10-triazatricyclo[9.4.0.02,7]pentadeca-1(11),2(7),3,5,12,14-hexaene-13-carbonitrile